trimethyl-nonylalcohol CC(CCCCCCCCO)(C)C